tert-butyl N-([[(2-[2-chloro-4-[([[2-(2,6-dioxopiperidin-3-yl)-1-oxo-3H-isoindol-5-yl]methyl]-carbamoyl)amino]phenyl]ethoxy)methyl]carbamoyl]methyl)carbamate ClC1=C(C=CC(=C1)NC(NCC=1C=C2CN(C(C2=CC1)=O)C1C(NC(CC1)=O)=O)=O)CCOCNC(=O)CNC(OC(C)(C)C)=O